N/C(=C(/C#N)\N)/C#N Diaminomaleonitril